C1(=CC=CC=C1)C1=C(C(=CC(=C1)C=1C2=CC=CC=C2C=C2C=CC=CC12)C1=CC=CC=C1)S 2,6-diphenyl-4-(9-anthracenyl)benzenethiol